1-(4-fluorophenyl)ethanon FC1=CC=C(C=C1)C(C)=O